CC=1C=C(C=CC1OC)NC1=NC=2N(C(C(=NC2C=N1)C1=CC=CC=C1)=O)C=1C=C(C=CC1)NC(C=C)=O N-(3-(2-((3-methyl-4-methoxyphenyl)amino)-7-oxo-6-phenyl-8(7H)-pteridinyl)phenyl)acrylamide